C(C)OC(CC=1NC2=C(C(=NC(=C2)Cl)N(C)[C@@H]2CC[C@H](CC2)O)N1)=O.C[Sn](CC1=CC2=CC=C(C=C2C=C1)C1=CC=CC=C1)(C)C trimethyl-((6-phenyl-naphthalene-2-yl)methyl)stannane Ethyl-{6-chloro-4-[(trans-4-hydroxycyclohexyl)(methyl)amino]-1H-imidazo[4,5-c]pyridin-2-yl}acetate